tert-butyl N,N-bis(2-oxoethyl)carbamate O=CCN(C(OC(C)(C)C)=O)CC=O